(2S,4S)-1-((R)-N-(tert-Butoxycarbonyl)-4-methylphenylsulfonimidoyl)-4-methylpyrrolidine-2-carboxylic acid C(C)(C)(C)OC(=O)N=[S@](=O)(C1=CC=C(C=C1)C)N1[C@@H](C[C@@H](C1)C)C(=O)O